N-[3-chloro-2-fluoro-4-[[(2S)-2-methyltetrahydrofuran-2-yl]methoxy]phenyl]-6-[(1S,4S)-2,5-diazabicyclo[2.2.1]heptan-2-yl]pyrido[3,2-d]pyrimidin-4-amine ClC=1C(=C(C=CC1OC[C@]1(OCCC1)C)NC=1C2=C(N=CN1)C=CC(=N2)N2[C@@H]1CN[C@H](C2)C1)F